Methyl 3-chloro-4-cyano-5-fluorobenzoate ClC=1C=C(C(=O)OC)C=C(C1C#N)F